1-cyano-N-[2-[(4,4-difluorocyclohexyl)amino]-1-(5-fluoro-3-pyridyl)-2-oxo-ethyl]-4-methyl-5-oxo-N-[4-(pentafluoro-λ6-sulfanyl)phenyl]piperazine-2-carboxamide C(#N)N1C(CN(C(C1)=O)C)C(=O)N(C1=CC=C(C=C1)S(F)(F)(F)(F)F)C(C(=O)NC1CCC(CC1)(F)F)C=1C=NC=C(C1)F